ClC1=C(CNC(CN2N=C(C=CC2=O)C2=CC(=C(C=C2)OC)F)=O)C=CC=C1 N-(2-chlorobenzyl)-2-(3-(3-fluoro-4-methoxyphenyl)-6-oxopyridazin-1(6H)-yl)acetamide